N1=C(C=CC2=CC=CC=C12)C(=O)[O-].[Cs+] cesium quinolinate